OC=1C=C2[C@@H](NC(C2=CC1)=O)C1=C(NC2=CC=CC=C12)CNCC1=CC=C2C=CN(C2=C1)C (R)-5-hydroxy-3-(2-{[(1-methyl-1H-indol-6-ylmethyl)-amino]-methyl}-1H-indol-3-yl)-2,3-dihydro-isoindol-1-one